1-(2H-tetrazol-5-yl)piperidine-4-carboxylic acid benzyl ester C(C1=CC=CC=C1)OC(=O)C1CCN(CC1)C=1N=NNN1